5-(cyclopropanesulfonyl)-2-[(2S,5R)-2,5-dimethylpiperazin-1-yl]pyrimidine C1(CC1)S(=O)(=O)C=1C=NC(=NC1)N1[C@H](CN[C@@H](C1)C)C